C1=NNCC=2C1=CSC2 3,4-dihydrothieno[3,4-d]pyridazin